6-chloro-N-ethyl-4-(methyl-d3)-4-(phenyl-d5)-4H-3,1-benzoxazin-2-amine ClC=1C=CC2=C(C(OC(=N2)NCC)(C2=C(C(=C(C(=C2[2H])[2H])[2H])[2H])[2H])C([2H])([2H])[2H])C1